2-hexyl-nonanoic acid C(CCCCC)C(C(=O)O)CCCCCCC